1-benzyl 2-methyl 4-bromoindole-1,2-dicarboxylate BrC1=C2C=C(N(C2=CC=C1)C(=O)OCC1=CC=CC=C1)C(=O)OC